COS(=O)(=O)[O-].C(CCCCCCCCCCCCCCCCC)(=O)OCC[N+](C)(CCO)CCOC(CCCCCCCCCCCCCCCCC)=O bis(stearoyl-oxy-ethyl)N-(2-hydroxyethyl)N-methylammonium methylsulfate